C(C)OOP(=O)(OOCC)CC1=NN=C(N=N1)CCC(=O)NC=1C=C(OC2(OCC(C(C2O)O)O)C(=O)O)C=CC1 2-(3-(3-(6-((diethoxyphosphono)methyl)-1,2,4,5-tetrazin-3-yl)propionamido)phenoxy)-3,4,5-trihydroxytetrahydro-2H-pyran-2-carboxylic acid